4,4'-butylene-bis[2-tert-butyl-5-methylphenol] C(CCCC1=CC(=C(C=C1C)O)C(C)(C)C)C1=CC(=C(C=C1C)O)C(C)(C)C